1-(4-(4-(5-Chloro-1-(tetrahydro-2H-pyran-2-yl)-1H-indazol-4-yl)-5-methyl-1H-pyrazol-3-yl)piperazin-1-yl)ethan ClC=1C(=C2C=NN(C2=CC1)C1OCCCC1)C=1C(=NNC1C)N1CCN(CC1)CC